[Li].ClC1=NC=CC(=C1)OC=1C=NC=C(C1)OC 2-chloro-4-((5-methoxypyridin-3-yl)oxy)pyridine lithium